O=C1N(CCC(N1)=O)C1=NOC2=C1C=C(C=C2)CC2CN(C2)C(=O)OC(C)(C)C tert-butyl 3-((3-(2,4-dioxotetrahydropyrimidin-1(2H)-yl)benzo[d]isoxazol-5-yl)methyl)azetidine-1-carboxylate